2-[Methyl(2-hydroxyethyl)-amino]acetic acid CN(CC(=O)O)CCO